2-chloro-N-(2,2-dimethylcyclopropyl)-4-[[(3,4-dimethylpyrimido[4',5':4,5]thieno[2,3-c]pyridazin-8-yl)amino]methyl]benzamide ClC1=C(C(=O)NC2C(C2)(C)C)C=CC(=C1)CNC1=NC=NC2=C1SC=1N=NC(=C(C12)C)C